COC1=C(C=CC(=C1)C(=O)N1CCN(CC1)C)NCC#CC=1N(C=2C=CC=C(C2C1)NC1CCN(CC1)C)CC(F)(F)F 2-(3-{[2-methoxy-4-(4-methylpiperazine-1-carbonyl)phenyl]amino}prop-1-yn-1-yl)-N-(1-methylpiperidin-4-yl)-1-(2,2,2-trifluoroethyl)-1H-indol-4-amine